6'-fluoro-1'-methyl-N-((5-methylfuran-2-yl)methyl)-4'-oxo-3',4'-dihydro-1'h-spiro[piperidine-4,2'-quinoline]-1-carboxamide FC=1C=C2C(CC3(N(C2=CC1)C)CCN(CC3)C(=O)NCC=3OC(=CC3)C)=O